(R)-4-(2-(8-cyanoquinoline-5-yl)-4-methyl-1,2,3,4-tetrahydropyrazino[1,2-b]indazole-8-carbonyl)piperazine-1-carboxylic acid tert-butyl ester C(C)(C)(C)OC(=O)N1CCN(CC1)C(=O)C=1C=CC2=C3N(N=C2C1)[C@@H](CN(C3)C3=C1C=CC=NC1=C(C=C3)C#N)C